4-(1-(azetidin-3-yl)piperidin-4-yl)morpholine N1CC(C1)N1CCC(CC1)N1CCOCC1